BrC1=C(C(=NC=C1Cl)F)[C@@H](CCC=C)N (R)-1-(4-bromo-5-chloro-2-fluoropyridin-3-yl)pent-4-en-1-amine